CC(=C[C@H]1C([C@@H]1C(=O)OCC1=C(C(=CC(=C1F)F)F)Cl)(C)C)C 2-chloro-3,5,6-trifluorobenzyl (1R)-trans-3-(2-methyl-1-propenyl)-2,2-dimethylcyclopropanecarboxylate